C(C)(C)(C)OC(=O)N1C[C@@H]([C@H](C1)CO)C1=CC=C(C=C1)Cl (3S,4R)-3-(4-chlorophenyl)-4-methylol-pyrrolidine-1-carboxylic acid tert-butyl ester